ClC=1N=CC=C2C=C(C=NC12)CO 8-chloro-1,7-naphthyridine-3-methanol